C(C)OC(=O)C1=C(C=C(C=C1)C1=C2CN(N(CC2=CC=C1)C(=O)OC(C)(C)C)C(=O)OC(C)(C)C)N1CCOCC1 di-tert-Butyl 5-(4-ethoxycarbonyl-3-morpholin-4-ylphenyl)-1,4-dihydrophthalazine-2,3-dicarboxylate